ON1C(C=CC=C1)=S 1-hydroxypyridinethione